2-(ethoxymethyl)-5-phenyl-4-(propan-2-yl)-1H-imidazole C(C)OCC=1NC(=C(N1)C(C)C)C1=CC=CC=C1